ClC1=CC=C(C=C1)/C=C/C(=O)NCCCCCO (E)-3-(4-chlorophenyl)-N-(5-hydroxypentyl)acrylamide